C(#N)C1=CC=C(CCN[C@H](C(=O)NC2=NC=C(C=C2)N2N=NC(=C2)C)C2=CC=CC=C2)C=C1 |r| (S)- and (R)-2-((4-cyanophenethyl)amino)-N-(5-(4-methyl-1H-1,2,3-triazol-1-yl)pyridin-2-yl)-2-phenyl-acetamide